ClC1=CC=C2C(=N1)N(C(=N2)C)CC(C#N)(C)C 3-(5-Chloro-2-methyl-3H-imidazo[4,5-b]pyridin-3-yl)-2,2-dimethylpropanenitrile